OC(=O)C1(C2C=CC(C1)C2)CC(=O)OC 2-hydroxycarbonyl-2-methoxycarbonylmethylbicyclo[2.2.1]Hept-5-ene